FC1CN(C1)C1=CC=C(C=N1)NC1=C(C=CC=C1)[N+](=O)[O-] 6-(3-fluoroazetidin-1-yl)-N-(2-nitrophenyl)pyridin-3-amine